Ethyl (2R)-2-hydroxypropanoate O[C@@H](C(=O)OCC)C